C(C)(=O)NCCCNC(=O)C=1C=C(C2=C([C@](CO2)(C2=CC=CC=C2)CC)C1)C(=O)NC |r| (+/-)-N5-(3-acetamidopropyl)-3-ethyl-N7-methyl-3-phenyl-2,3-dihydrobenzofuran-5,7-dicarboxamide